C12CN(CC2C1)C(=O)OC(C)(C)C tert-butyl 3-azabicyclo-[3.1.0]hexane-3-carboxylate